4-(3-amino-3-oxopropyl)-2-chlorobenzoic acid methyl ester COC(C1=C(C=C(C=C1)CCC(=O)N)Cl)=O